4-(1-(4-(2-cyanopropan-2-yl)phenyl)-2-methyl-1H-imidazo[4,5-c]quinolin-8-yl)-N-methylbenzamide C(#N)C(C)(C)C1=CC=C(C=C1)N1C(=NC=2C=NC=3C=CC(=CC3C21)C2=CC=C(C(=O)NC)C=C2)C